ClC=1C=C(C=CC1OC1=CC=CC=C1)NC1=C2C=C(NC2=C(C=C1)F)C(=O)O 4-((3-chloro-4-phenoxyphenyl)amino)-7-fluoro-1H-indole-2-carboxylic acid